FC(COC1=C(C=C(C(=N1)OC)NS(=O)(=O)C=1C=NN2C1COC(C2)C)F)F N-[6-(2,2-difluoroethoxy)-5-fluoro-2-methoxy-3-pyridinyl]-6-methyl-6,7-dihydro-4H-pyrazolo[5,1-c][1,4]oxazine-3-sulfonamide